ClC=1C(=C(C=CC1)C(C)=O)F 1-(3-Chloro-2-fluorophenyl)ethanone